1-hydroxy-2-methyl-3-(4-chlorobenzyl)-4(1H)-quinolinone ON1C(=C(C(C2=CC=CC=C12)=O)CC1=CC=C(C=C1)Cl)C